BrC1=C2C=CN(C2=CC=C1)CC(F)(F)F 4-bromo-1-(2,2,2-trifluoroethyl)-1H-indol